O1[C@@H]([C@@H]([C@H]([C@@H](C1)O)O)O)O (2S,3R,4S,5R)-tetrahydro-2H-pyran-2,3,4,5-tetraol